C(CCCCCCCCCC=CCC)CC(=O)O.C(CCCCCCCCCC=CCC)CC(=O)O.ClC1=C(C=C(C(=C1)N)Cl)S(=O)(=O)Cl 2,5-dichloro-4-aminobenzenesulfonyl chloride tetradecan-11-en-1-ylacetate (tetradec-11-en-1-yl-acetate)